2-(4-dodecylbenzyl)-2-(4-morpholinophenyl)butan-1-one C(CCCCCCCCCCC)C1=CC=C(CC(C=O)(CC)C2=CC=C(C=C2)N2CCOCC2)C=C1